C(C)N(CCO\N=C/1\CCC2=C(C=CC=C12)C1=NOC(=N1)C=1C=CC(=C(C#N)C1)OC(C)C)CC (Z)-5-(3-(1-((2-(diethylamino)ethoxy)imino)-2,3-dihydro-1H-inden-4-yl)-1,2,4-oxadiazol-5-yl)-2-isopropoxybenzonitrile